2-Phenylalanine C1(=CC=CC=C1)[C@](N)(C)C(=O)O